ClC=1C=C2C(N(CN(C2=CC1C#N)C1=C(C=C(C=C1)F)C)C=1C=NC(NC1C)=O)=O 6-chloro-1-(4-fluoro-2-methylphenyl)-3-(6-methyl-2-oxo-1,2-dihydropyrimidin-5-yl)-4-oxo-1,2,3,4-tetra-hydroquinazoline-7-carbonitrile